(R)-6-ethyl-2,2-difluoro-6,7,8,9-tetrahydro-[1,3]dioxolano[4',5':4,5]benzo[1,2-f][1,4]oxazepine hydrochloride Cl.C(C)[C@H]1OC2=C(CNC1)C=C1C(=C2)OC(O1)(F)F